NC1=CC=C2C=C(C=C(C2=C1)S(=O)(=O)Cl)S(=O)(=O)Cl 7-amino-1,3-naphthalenedisulfonyl chloride